(E)-N-(4-(1-(6-(4-(7-(2-(2,6-dioxopiperidin-3-yl)-1-oxoisoindolin-4-yl)heptyl)piperazin-1-yl)nicotinoyl)piperidin-4-yl)butyl)-3-(pyridin-3-yl)acrylamide O=C1NC(CCC1N1C(C2=CC=CC(=C2C1)CCCCCCCN1CCN(CC1)C1=NC=C(C(=O)N2CCC(CC2)CCCCNC(\C=C\C=2C=NC=CC2)=O)C=C1)=O)=O